(S)-1-((2S,3S,4aR,5R,7S,8S,8aS)-8-(benzyloxy)-2,3,7-trimethoxy-2,3-dimethylhexahydro-5H-pyrano[3,4-b][1,4]dioxin-5-yl)prop-2-en-1-ol C(C1=CC=CC=C1)O[C@@H]1[C@H](O[C@@H]([C@H]2O[C@]([C@@](O[C@@H]21)(C)OC)(C)OC)[C@H](C=C)O)OC